2-tert-butyl-3-chloro-6-(4,4-difluorocyclohexyl)-5-(4,4,5,5-tetramethyl-1,3,2-dioxaborolan-2-yl)pyridine C(C)(C)(C)C1=NC(=C(C=C1Cl)B1OC(C(O1)(C)C)(C)C)C1CCC(CC1)(F)F